3-bromo-5,7-dihydro-cyclopenta[b]pyridine-6,6-dicarboxylic acid diethyl ester C(C)OC(=O)C1(CC=2C(=NC=C(C2)Br)C1)C(=O)OCC